O(C1=CC=C(C=C1)C(=O)C1=CC=C(C=C1)F)C1=CC=C(C=C1)C(=O)C1=CC=C(C=C1)F (oxybis(4,1-phenylene))bis((4-fluorophenyl)methanone)